N-(2-(tert-butylamino)-1-(1-ethylpiperidin-4-yl)-2-oxoethyl)-N-(tricosan-12-yl)decanamide C(C)(C)(C)NC(C(C1CCN(CC1)CC)N(C(CCCCCCCCC)=O)C(CCCCCCCCCCC)CCCCCCCCCCC)=O